(R)-N-(6-methyl-5-(7-(methylamino)-1,6-naphthyridin-3-yl)pyridin-3-yl)-4-(2,2,2-trifluoro-1-hydroxyethyl)picolinamide CC1=C(C=C(C=N1)NC(C1=NC=CC(=C1)[C@H](C(F)(F)F)O)=O)C=1C=NC2=CC(=NC=C2C1)NC